2-bromo-4-((tert-butyldiphenylsilyl)oxy)butanoic acid BrC(C(=O)O)CCO[Si](C1=CC=CC=C1)(C1=CC=CC=C1)C(C)(C)C